4-amino-3-(5-fluoro-6-(4-methylpiperazin-1-yl)-1H-benzo[d]imidazol-2-yl)-5-(methylamino)quinolin-2(1H)-one NC1=C(C(NC2=CC=CC(=C12)NC)=O)C1=NC2=C(N1)C=C(C(=C2)F)N2CCN(CC2)C